Hafnium monosilicate [Si]([O-])([O-])([O-])[O-].[Hf+4]